4-methylsulfonylaminophenylboronic acid CS(=O)(=O)NC1=CC=C(C=C1)B(O)O